2-((3S)-8-((3S,5R)-4-Acryloyl-3,5-dimethylpiperazin-1-yl)-3-methoxy-6-oxo-10-(trifluoromethyl)-3,4-dihydro-2H,6H-[1,4]thiazepino[2,3,4-ij]quinazolin-11-yl)-5-fluorobenzonitrile C(C=C)(=O)N1[C@H](CN(C[C@H]1C)C1=NC(N2C3=C(C(=C(C=C13)C(F)(F)F)C1=C(C#N)C=C(C=C1)F)SC[C@H](C2)OC)=O)C